C(C=C)(=O)O.C(CCC)N1CN(C=C1)C 1-butyl-3-methylimidazole acrylate